1-(1-(2,2'-diaza[2,7'-bispiro[3.5]nonan]-7-yl)piperidin-4-yl)-3-(4-phenoxyphenyl)-1H-pyrazolo[3,4-d]pyrimidin-4-amine hydrochloride Cl.C1N(CC12CCC(CC2)N2CCC(CC2)N2N=C(C=1C2=NC=NC1N)C1=CC=C(C=C1)OC1=CC=CC=C1)C1CCC2(CNC2)CC1